ClC1=C(C=C(C=C1)C1=CC(=C(C=C1)OC)NC1=NC=NC2=CC(=C(C=C12)OC1CN(C1)C(C=C)=O)OC)F 1-(3-((4-((4'-chloro-3'-fluoro-4-methoxy-[1,1'-biphenyl]-3-yl)amino)-7-methoxyquinazoline-6-yl)oxy)azetidin-1-yl)prop-2-en-1-one